C(C)(=O)N1[C@H](CN(C2=CC(=CC=C12)C=1C=NN(C1)C1CCC1)C(=O)OC1CCCC1)C cyclopentyl (3S)-4-acetyl-7-(1-cyclobutylpyrazol-4-yl)-3-methyl-2,3-dihydroquinoxaline-1-carboxylate